C(C1=CC=CC=C1)N(C(=O)N1[C@H]2[C@H](N(C[C@@H]1CC2)C(N(C2=CC=CC=C2)C2=CC=CC=C2)=O)C(=O)O)C2CC2 (1R,2S,5S)-8-(benzyl-(cyclopropyl)carbamoyl)-3-(diphenylcarbamoyl)-3,8-diazabicyclo[3.2.1]octane-2-carboxylic acid